4-(4-Bromo-2,6-difluorophenyl)piperidine tert-Butyl-4-(4-bromo-2,6-difluorophenyl)piperidine-1-carboxylate C(C)(C)(C)OC(=O)N1CCC(CC1)C1=C(C=C(C=C1F)Br)F.BrC1=CC(=C(C(=C1)F)C1CCNCC1)F